C(CC1=CC=CC=C1)NC(OC(C)(C)C)=O tert-butyl phenethylcarbamate